C(C)(=O)C=1C(=CC2=C(OCO2)C1)CC 2-(6-acetyl-benzo[d][1,3]dioxolan-5-yl)ethane